4-bromo-5-methyl-2-(propan-2-yl)phenol BrC1=CC(=C(C=C1C)O)C(C)C